tert-Butyl (3-(4-(5-((4-((4-(acetamidomethyl)piperidin-1-yl)methyl)-6-(3,5-dichlorophenyl)pyridin-2-yl)oxy)pyridin-2-yl)piperazin-1-yl)cyclobutyl)carbamate C(C)(=O)NCC1CCN(CC1)CC1=CC(=NC(=C1)C1=CC(=CC(=C1)Cl)Cl)OC=1C=CC(=NC1)N1CCN(CC1)C1CC(C1)NC(OC(C)(C)C)=O